6-((6-((6-methoxypyridin-3-yl)methyl)-3,6-diazabicyclo[3.1.1]hept-3-yl)pyridin-3-yl)pyrazolo[1,5-a]pyridine-3-carbonitrile COC1=CC=C(C=N1)CN1C2CN(CC1C2)C2=NC=CC=C2C=2C=CC=1N(C2)N=CC1C#N